benzoquinoline-10-olate beryllium [Be+2].N1=CC=CC2=CC=C3C(=C12)C(=CC=C3)[O-].N3=CC=CC1=CC=C2C(=C31)C(=CC=C2)[O-]